(2S)-2-[4-bromo-2-(1,3,4-oxadiazol-2-yl)phenoxy]propionic acid BrC1=CC(=C(O[C@H](C(=O)O)C)C=C1)C=1OC=NN1